CN1C(C2=C(C(=C1)C=1C=C(C=NC1OC1=CC=CC=C1)NS(=O)(=O)C)C=CN2)=O N-[5-(6-methyl-7-oxo-6,7-dihydro-1H-pyrrolo[2,3-c]pyridin-4-yl)-6-phenoxypyridin-3-yl]methanesulfonamide